methyl-4-[(1S)-1-[(5-fluoro-2,6-dimethyl-pyrimidin-4-yl)amino]ethyl]benzoate COC(C1=CC=C(C=C1)[C@H](C)NC1=NC(=NC(=C1F)C)C)=O